2-{2-[(1H-1,3-Benzodiazol-2-yl)amino]ethyl}-N-[(3-fluoropyridin-2-yl)methyl]-1,3-thiazole-4-carboxamide dihydrochloride Cl.Cl.N1C(=NC2=C1C=CC=C2)NCCC=2SC=C(N2)C(=O)NCC2=NC=CC=C2F